OC(=O)C(F)(F)F.ClC=1C=CC2=C(CN(CC=3N2C(=NN3)C3CC2(CNC2)C3)C)C1 8-chloro-5-methyl-1-(2-azaspiro[3.3]heptan-6-yl)-5,6-dihydro-4H-benzo[f][1,2,4]triazolo[4,3-a][1,4]diazepine TFA salt